(1S,8R)-8-methyl-11-oxa-tricyclo[6.2.1.02,7]Undecane-2,4,6-triene-1-carboxylic acid methyl ester COC(=O)[C@@]12C3=CC=CC=C3[C@@](CC1)(O2)C